(4-phenyl)-3,6-bis(triphenylsilyl)-9H-carbazol C1(=CC=CC=C1)C1=C(C=CC=2NC3=CC=C(C=C3C12)[Si](C1=CC=CC=C1)(C1=CC=CC=C1)C1=CC=CC=C1)[Si](C1=CC=CC=C1)(C1=CC=CC=C1)C1=CC=CC=C1